BrC=1C(=NC=C(C1)Cl)C(OCC(=O)N(C)OC)([2H])[2H] 2-((3-bromo-5-chloropyridin-2-yl)methoxy-d2)-N-methoxy-N-methylacetamide